N,N-Dimenthyl-formamide tert-butyl-((mesitylsulfonyl)oxy)carbamate C(C)(C)(C)OC(NOS(=O)(=O)C1=C(C=C(C=C1C)C)C)=O.C1(CC(C(CC1)C(C)C)N(C=O)C1CC(CCC1C(C)C)C)C